2-N-[2-(4-isopropylpiperidin-1-yl)pyrimidin-5-yl]spiro[3.3]heptane-2,6-diamine hydrochloride Cl.C(C)(C)C1CCN(CC1)C1=NC=C(C=N1)NC1CC2(C1)CC(C2)N